4-(3-(piperidin-4-yl)-1H-pyrazol-5-yl)-1H-pyrrole N1CCC(CC1)C1=NNC(=C1)C=1C=CNC1